C(C)(C)(C)OC(N(CCC1=CC=C(C=C1)C(F)(F)F)CCC=O)=O.NC1CCN(CC1)C=C1CC=C(C=C1)N(S(=O)(=O)C)C (4-((4-aminopiperidin-1-yl)methylene)phenyl)-N-methyl-methylsulfonamide tert-butyl-(3-oxopropyl)(4-(trifluoromethyl)phenethyl)carbamate